trans-3-((Cyclopropylmethyl)amino)-5-(4-hydroxycyclohexyl)-8-(4-(pyrrolidin-1-yl)piperidin-1-yl)pyrimido[4,5-c]isoquinolin-6(5H)-one C1(CC1)CNC=1N=CC2=C(N(C(C=3C=C(C=CC23)N2CCC(CC2)N2CCCC2)=O)[C@@H]2CC[C@H](CC2)O)N1